2-amino-3-((5-nitrothiazol-2-yl)carbamoyl)benzoic acid NC1=C(C(=O)O)C=CC=C1C(NC=1SC(=CN1)[N+](=O)[O-])=O